C(C(=C)C)(=O)OCCCCOC(C(=C)C)=O 1,4-Butandiol dimethacrylate